C1(CC1)C=C(C(=O)OCC)C1=NN=C(N1)C=1N(N=CC1F)C ethyl 3-cyclopropyl-2-[5-(4-fluoro-2-methyl-pyrazol-3-yl)-4H-1,2,4-triazol-3-yl]prop-2-enoate